C(#N)C1=C(C=C(C=N1)N1C(N(C2(CCC2)C1=O)C1=CC(=C(OCCN2[C@@H]3CN([C@H](C2)CC3)C(=O)OC(C)(C)C)C=C1)CC)=S)C(F)(F)F tert-Butyl (1S,4S)-5-(2-(4-(7-(6-cyano-5-(trifluoromethyl)pyridin-3-yl)-8-oxo-6-thioxo-5,7-diazaspiro[3.4]octan-5-yl)-2-ethylphenoxy)ethyl)-2,5-diazabicyclo[2.2.2]octane-2-carboxylate